C(C)(C)(C)OC(=O)N1CC(C1)C1=C(C(=C(C=N1)CN1CCC(CC1)C(=O)OC)C)C methyl 1-((6-(1-(tert-butoxycarbonyl)azetidin-3-yl)-4,5-dimethylpyridin-3-yl)methyl)piperidine-4-carboxylate